(2S,3R)-3-((2-oxabicyclo[2.2.2]octan-4-yl)methoxy)-2-amino-1-(4-(4-(trifluoromethyl)benzyl)piperazin-1-yl)butan-1-one C12OCC(CC1)(CC2)CO[C@@H]([C@@H](C(=O)N2CCN(CC2)CC2=CC=C(C=C2)C(F)(F)F)N)C